5-bromo-3-(2-fluoropyridin-4-yl)-1-BOC-7-azaindazole BrC=1C=C2C(=NN(C2=NC1)C(=O)OC(C)(C)C)C1=CC(=NC=C1)F